o-dimethylphenyldodecyloxy phosphate P(=O)(OOCCCCCCCCCCCCC1(C(C=CC=C1)C)C)([O-])[O-]